1-(3-((3-methoxybenzyl)(3-(4-methylpiperazin-1-yl)benzyl)amino)benzyl)piperazine-2,5-dione COC=1C=C(CN(C=2C=C(CN3C(CNC(C3)=O)=O)C=CC2)CC2=CC(=CC=C2)N2CCN(CC2)C)C=CC1